3-(hydroxymethyl)cyclobutane-1-carbonitrile OCC1CC(C1)C#N